C(C)(C)(C)C1=CC=C(C=C1)C1=CN=C(O1)C1=CC=C(C(=O)OC)C=C1 Methyl 4-(5-(4-(tert-butyl)phenyl)oxazol-2-yl)benzoate